(1-bromo-7-chloro-3-(3-(methylsulfonyl)phenyl)imidazo[1,5-a]pyridin-8-yl)methanol BrC=1N=C(N2C1C(=C(C=C2)Cl)CO)C2=CC(=CC=C2)S(=O)(=O)C